N1(CCNCC1)CC=1C=C(C=CC1)N1C(NC(CC1)=O)=O 1-[3-(piperazin-1-ylmethyl)phenyl]hexahydropyrimidine-2,4-dione